beta-methyl-benzene-pentannitrile CC(CC#N)CCC1=CC=CC=C1